(rac)-(6-(4-Chloro-2-methylphenyl)-2-azaspiro[3.4]octan-2-yl)((1s,3s)-3-hydroxy-3-methylcyclobutyl)methanon ClC1=CC(=C(C=C1)[C@H]1CC2(CN(C2)C(=O)C2CC(C2)(C)O)CC1)C |r|